ClC1=CC=C(C=C1)[C@H](CN1CCCC1)NC(=O)C=1N=NSC1NC(C1=CN=CC(=C1)C(F)(F)F)=O (R)-N-(1-(4-chlorophenyl)-2-(pyrrolidin-1-yl)ethyl)-5-(5-(trifluoromethyl)nicotinamido)-1,2,3-thiadiazole-4-carboxamide